2,4,5-tribromo-1-((2-(trimethylsilyl)ethoxy)methyl)-1H-imidazole BrC=1N(C(=C(N1)Br)Br)COCC[Si](C)(C)C